N-(2-cyano-4-methoxyphenyl)-N-methyl-methacrylamide C(#N)C1=C(C=CC(=C1)OC)N(C(C(=C)C)=O)C